FC=1C=2C3=C(C(NC3=CC1)=O)C=C(C2)CN2CC(CCC2)C 6-fluoro-4-((3-methylpiperidin-1-yl)methyl)benzo[cd]indol-2(1H)-one